COC1=NC=C(C(=C1)C(F)(F)F)B1OC(C(O1)(C)C)(C)C 2-methoxy-5-(4,4,5,5-tetramethyl-1,3,2-dioxaborolan-2-yl)-4-(trifluoromethyl)pyridine